O[C@H]1CN(CC1)C1=CC=C(C=C1)C=1C(NC2=CC=C(C=C2C1)C1=CC=C(C=C1)N1CCN(CC1)C(C)C)=O 3-{4-[(3R)-3-hydroxypyrrolidin-1-yl]phenyl}-6-{4-[4-(propan-2-yl)piperazin-1-yl]phenyl}-1,2-dihydroquinolin-2-one